5-chloro-5H-dibenzo[B,D]borole ClB1C2=C(C3=C1C=CC=C3)C=CC=C2